C1(CC1)C1=NOC=2C=3N(C(CC21)C)C(=NC3)C(C(F)(F)F)(C)O 2-(3-cyclopropyl-5-methyl-4,5-dihydroimidazo[1,5-a]isoxazolo[5,4-c]pyridin-7-yl)-1,1,1-trifluoropropan-2-ol